9H-Fluoren-9-ylmethyl {(5S)-5-acetamido-6-[(2-aminoethyl)amino]-6-oxohexyl}carbamate trifluoroacetate FC(C(=O)O)(F)F.C(C)(=O)N[C@@H](CCCCNC(OCC1C2=CC=CC=C2C=2C=CC=CC12)=O)C(=O)NCCN